ClCC=1C(NC2=CC(=NC=C2C1C)C)=O 3-(Chloromethyl)-4,7-dimethyl-1H-1,6-naphthyridin-2-one